[F-].[NH2+]1C=CC=C1.[NH2+]1C=CC=C1.[NH2+]1C=CC=C1.[F-].[F-] tripyrrolium fluoride